S[W](=O)(=O)=O sulfhydryl-tungsten trioxide